NC=1C(=CC(=NC1)C1=NC(=NS1)C)N[C@H]1C[C@H](CCC1)NC(OC(C)(C)C)=O tert-butyl ((1S,3R)-3-((5-amino-2-(3-methyl-1,2,4-thiadiazol-5-yl)pyridin-4-yl)amino)cyclohexyl)carbamate